L-3,6-dipropyl-1,4-dioxane-2,5-dione C(CC)[C@H]1C(OC(C(O1)=O)CCC)=O